FCC(NCCC[C@@H](C=1OC(=CN1)C1=CC=CC=C1)NC(=O)C=1C=C(C=CC1)C1=CC(=CC=C1)OC)=N (S)-N-(4-(2-fluoroacetimidamido)-1-(5-phenyloxazol-2-yl)butyl)-3'-methoxy-[1,1'-biphenyl]-3-carboxamide